C(C1=CC=CC=C1)N1C[C@H](CC(C1)(C)C)NC1=NC=C(C(=N1)C1=CN(C2=C(C(=CC=C12)C#N)S(=O)(=O)C)COCC[Si](C)(C)C)Cl 3-[2-[[(3S)-1-benzyl-5,5-dimethyl-3-piperidyl]amino]-5-chloro-pyrimidin-4-yl]-7-methylsulfonyl-1-(2-trimethylsilylethoxymethyl)indole-6-carbonitrile